tert-Butyl N-[2-[tert-butyl(diphenyl)silyl]oxy-3-(2-oxo-1,3-oxazolidin-5-yl)propyl]carbamate [Si](C1=CC=CC=C1)(C1=CC=CC=C1)(C(C)(C)C)OC(CNC(OC(C)(C)C)=O)CC1CNC(O1)=O